((1-(4-(4-(4-(2,6-difluorobenzyl)-5-oxo-4,5-dihydro-1H-1,2,4-triazol-1-yl)-2-fluorophenoxy)-5-fluoropyridin-2-yl)-3-methylazetidin-3-yl)methyl)carbamic acid tert-butyl ester C(C)(C)(C)OC(NCC1(CN(C1)C1=NC=C(C(=C1)OC1=C(C=C(C=C1)N1N=CN(C1=O)CC1=C(C=CC=C1F)F)F)F)C)=O